2-[3-(ethylsulfamoyl)-4-(4,4,5,5-tetramethyl-1,3,2-dioxa-borolan-2-yl)phenyl]-N-isopropyl-acetamide C(C)NS(=O)(=O)C=1C=C(C=CC1B1OC(C(O1)(C)C)(C)C)CC(=O)NC(C)C